(2S,4S)-N-(3-chloro-4-fluorophenyl)-4-[(Z)-N'-hydroxycarbamimidoyl]-N-methyl-1-[6-methyl-4-(trifluoromethyl)pyridin-2-yl]pyrrolidine-2-carboxamide ClC=1C=C(C=CC1F)N(C(=O)[C@H]1N(C[C@H](C1)/C(/N)=N/O)C1=NC(=CC(=C1)C(F)(F)F)C)C